C1(=CC=CC=C1)[C@@H](CC1=NC2=CC=CC=C2C=C1)NS(=O)(=O)C (R)-N-(1-phenyl-2-(quinolin-2-yl)ethyl)methanesulfonamide